1,1'-(3,3',5,5'-tetrabromo[1,1'-biphenyl]-4,4'-diyl)bis{4-amino-2-hydroxy-3-[(E)-diazenyl]naphthalene-1-sulfonic acid} BrC=1C=C(C=C(C1C1(C(C(=C(C2=CC=CC=C12)N)\N=N\[H])O)S(=O)(=O)O)Br)C1=CC(=C(C(=C1)Br)C1(C(C(=C(C2=CC=CC=C12)N)\N=N\[H])O)S(=O)(=O)O)Br